NC1=C(C#N)C=C(C(=C1C=1C=C2C(=C(C=NC2=CC1)C1=CC(=CC(=C1)F)F)N1CCC(CC1)N)F)F 2-Amino-3-[4-(4-aminopiperidin-1-yl)-3-(3,5-difluorophenyl)chinolin-6-yl]-4,5-difluorobenzonitril